C(C1=CC=CC=C1)(C1=CC=CC=C1)=NC(C(=O)N)C1=CC(N(C2=CC=CC=C12)C(F)F)=O 2-(benzhydrylideneamino)-2-[1-(difluoromethyl)-2-oxo-4-quinolyl]acetamide